FC(C(=O)O)(F)F.CN1C2=NC(=NC(=C2N=C1C1=CC=NC=C1)N1CCOCC1)N1N=NC2=C1C=C(C=C2)C 4-(9-methyl-2-(6-methyl-1H-benzo[d][1,2,3]triazol-1-yl)-8-(pyridin-4-yl)-9H-purin-6-yl)morpholine 2,2,2-trifluoroacetate